3,5-difluoro-4-[(4-methoxyphenyl)methoxy]-N-{[(1r,4r)-4-{5-[5-(trifluoromethyl)pyridin-2-yl]-1,2,4-oxadiazol-3-yl}cyclohexyl]methyl}benzamide FC=1C=C(C(=O)NCC2CCC(CC2)C2=NOC(=N2)C2=NC=C(C=C2)C(F)(F)F)C=C(C1OCC1=CC=C(C=C1)OC)F